tert-butyl 4-[5-[1-(2,6-dioxo-3-piperidyl)-3-methyl-2-oxo-benzimidazol-5-yl] pentoxy]piperidine-1-carboxylate O=C1NC(CCC1N1C(N(C2=C1C=CC(=C2)CCCCCOC2CCN(CC2)C(=O)OC(C)(C)C)C)=O)=O